(3S,4R)-3-methyl-4-p-methoxybenzyloxy-7-tert-butyldiphenylsiloxy-1-heptanol C[C@@H](CCO)[C@@H](CCCO[Si](C1=CC=CC=C1)(C1=CC=CC=C1)C(C)(C)C)OCC1=CC=C(C=C1)OC